Cl.COC(CC[C@@H](C(=O)OC(C)(C)C)N)=O (2S)-2-aminoglutaric acid 1-tert-butyl 5-methyl ester hydrochloride